FC=1C(=NC=CC1)CNC1=NC=CC2=C1N=C(O2)CCO 2-(4-(((3-fluoropyridin-2-yl)methyl)amino)oxazolo[4,5-c]pyridin-2-yl)ethan-1-ol